ClC1=C(C=CC=C1)N1N=C(C2=C1SC(=C2)C(=O)NC2CC(C2)N2CCN(CC2)C2CC2)C 1-(2-chlorophenyl)-N-((1r,3r)-3-(4-cyclopropylpiperazin-1-yl)cyclobutyl)-3-methyl-1H-thieno[2,3-c]pyrazole-5-carboxamide